ClC=1C(=NC(=NC1)F)NC1=CC2=C(N(C(N2CCC(C)(C)O)=O)C)C=C1F 5-((5-chloro-2-fluoropyrimidin-4-yl)amino)-6-fluoro-3-(3-hydroxy-3-methylbutyl)-1-methyl-1,3-dihydro-2H-benzo[d]imidazol-2-one